C(C)(CC)C1C(NC2=C(CN1C(=O)NCCN1C(NCC1)=O)C=CC=C2)=O 3-(sec-butyl)-2-oxo-N-(2-(2-oxoimidazolidin-1-yl)ethyl)-1,2,3,5-tetrahydro-4H-benzo[1,4]diazepine-4-carboxamide